3,3,5-trimethylcyclohexyl 3-pyridyl methylphosphonate CP(OC1CC(CC(C1)C)(C)C)(OC=1C=NC=CC1)=O